BrC=1C2=C(SC1C(F)(F)P(OCC)(OCC)=O)C(=CC(=C2)I)OCCCC(F)(F)F diethyl ((3-bromo-5-iodo-7-(4,4,4-trifluorobutoxy)benzo[b]thiophen-2-yl)difluoromethyl)phosphonate